5-bromo-3-(ethyl (tetrahydro-2H-pyran-4-yl) amino)-2-methylbenzoate BrC=1C=C(C(=C(C(=O)[O-])C1)C)N(C1CCOCC1)CC